O=C1NC(CCC1N1C(C2=CC=C(C(=C2C1)F)CNCC1=CC=C(C(=O)NC2=CC(=C(C=C2)C)NC2=NC=CC(=N2)C=2C=NC=CC2)C=C1)=O)=O 4-((((2-(2,6-dioxopiperidin-3-yl)-4-fluoro-1-oxoisoindolin-5-yl)methyl)amino)methyl)-N-(4-methyl-3-((4-(pyridin-3-yl)pyrimidin-2-yl)amino)phenyl)benzamide